tert-butyl 3-cyclopropylpiperazine-1-carboxylate C1(CC1)C1CN(CCN1)C(=O)OC(C)(C)C